Cl.C(CC)N(C1=CC=CC=C1)C1=CC=CC=C1 propyldiphenylamine hydrochloride